methyl 6-methyl-7-oxo-6,7-dihydro-1H-pyrrolo[2,3-c]pyridine-2-carboxylate CN1C(C2=C(C=C1)C=C(N2)C(=O)OC)=O